5-(4-cyano-3-(isoquinolin-4-yl)-2-oxoimidazolin-1-yl)-2-(trifluoromethyl)isonicotinic acid C(#N)C1N(C(N(C1)C1=CN=C(C=C1C(=O)O)C(F)(F)F)=O)C1=CN=CC2=CC=CC=C12